(R)-1-(2-(2,7-diazaspiro[3.5]nonane-2-carbonyl)pyrrolidin-1-yl)ethanone trifluoroacetate FC(C(=O)O)(F)F.C1N(CC12CCNCC2)C(=O)[C@@H]2N(CCC2)C(C)=O